C(CCCCCCCCC)(=O)OCCCCCCCCCC Decanoic acid, decyl ester